tetrapropenylsuccinic anhydride C(=CC)C1(C(C(=O)OC1=O)(C=CC)C=CC)C=CC